NC1=C2C(=C3C(=N1)C=C(N3COCC[Si](C)(C)C)C(=O)N(C(CC)CC)CC3=NC=C(C=C3F)N3CCOCC3)COC2 5-amino-N-((3-fluoro-5-morpholinopyridin-2-yl)methyl)-N-(pentan-3-yl)-1-((2-(trimethylsilyl)ethoxy)methyl)-6,8-dihydro-1H-furo[3,4-d]pyrrolo[3,2-b]pyridine-2-carboxamide